ON1N=NC2=C1C(=CC=C2)[N+](=O)[O-] 1-hydroxy-7-nitrobenzotriazol